C(C)(C)(C)C1=NC(=NO1)C1=CC=C(C=C1)C(=O)N1CCN(CC1)C=1OC=2C(=NC(=CC2)Cl)N1 [4-(5-tert-butyl-1,2,4-oxadiazol-3-yl)phenyl]-[4-(5-chlorooxazolo[4,5-b]pyridin-2-yl)piperazin-1-yl]methanone